(2,6-diphenylpyrimidin-4-yl)boronic acid C1(=CC=CC=C1)C1=NC(=CC(=N1)B(O)O)C1=CC=CC=C1